FC(C(=O)C1=CC=C2C(=N1)C1(C(N2C2=CC=C(C=C2)C(F)(F)F)=O)CNCC1)=C (2-fluoroacryloyl)-1'-(4-(trifluoromethyl)phenyl)spiro[pyrrolidine-3,3'-pyrrolo[3,2-b]pyridin]-2'(1'H)-one